C(C)(C)(C)OC(=O)N1[C@@H](CC[C@H](C1)C)C(=O)O (2S,5R)-1-tert-butoxycarbonyl-5-methyl-piperidine-2-carboxylic acid